C(CCCCCCCCCCCCCCCCC)NC(CCCCCCCCC(=O)NCCCCCCCCCCCCCCCCCC)=O N,N'-distearylsebacamide